CC1=C(C(=NC(=C1)C(F)(F)F)N)C1=CC=NC=C1 methyl-6-(trifluoromethyl)-[3,4'-bipyridine]-2-amine